NC1=C(C(=O)O)C=CC(=C1)CNC(=O)N1CC(NC[C@H](C1=O)CC1=C(C=CC(=C1)Cl)OC)=NOC1=CC(=CC(=C1)F)F 2-amino-4-{[({(6R)-6-(5-chloro-2-methoxybenzyl)-3-[(3,5-difluorophenoxy)imino]-7-oxo-1,4-diazepan-1-yl}carbonyl)amino]methyl}benzoic acid